2-(S)-amino-4-phenylbutyrolactone N[C@@H]1C(=O)OC(C1)C1=CC=CC=C1